(3R)-4-[5-fluoro-2-(1-fluoro-3-methyl-6-{1-[(3S)-4-methyl-1-[(2R)-morpholin-2-yl]pentan-3-yl]azetidin-3-yl}imidazo[1,5-a]pyridin-8-yl)benzoyl]-3-methylmorpholine FC=1C=CC(=C(C(=O)N2[C@@H](COCC2)C)C1)C=1C=2N(C=C(C1)C1CN(C1)[C@@H](CC[C@@H]1CNCCO1)C(C)C)C(=NC2F)C